3,6-dimethyl-cyclohex-3-ene-1-carbaldehyde CC=1CC(C(CC1)C)C=O